(3R,5'S)-1'-((S)-5-methyl-2-(methylamino)hexanoyl)-2-oxospiro[indoline-3,3'-pyrrolidine]-5'-carboxamide CC(CC[C@@H](C(=O)N1C[C@]2(C[C@H]1C(=O)N)C(NC1=CC=CC=C12)=O)NC)C